6-hydroxy-2,3-dimethoxy-phenanthrene-9-carboxamide OC=1C=C2C=3C=C(C(=CC3C=C(C2=CC1)C(=O)N)OC)OC